Cl.ClC1=CC=C(C=C1)C1=C(CCC(C1)(C)C)CN1CCNCC1 1-((2-(4-chlorophenyl)-4,4-dimethylcyclohex-1-enyl)methyl)piperazine hydrogen chloride